NC=1C2=C(N=CN1)C(=NC(=C2)N2CC(C2)(C)CO)C=2C(=C(C=CC2C)O)C (R)-3-(4-amino-6-(3-(hydroxymethyl)-3-methylazetidin-1-yl)pyrido[3,4-d]pyrimidin-8-yl)-2,4-dimethylphenol